BrC=1C=C(OC1)C(=O)N[C@H](C(=O)NC=1C(N(C=CC1)CC(=O)NC1C2CC3CC(CC1C3)C2)=O)CCC(C(=O)NC)=O (S)-2-(4-bromofuran-2-carboxamido)-N1-(1-(2-(2-adamantylamino)-2-oxoethyl)-2-oxo-1,2-dihydropyridin-3-yl)-N6-methyl-5-oxohexanediamide